(5-cyclopropyl-1H-pyrazole-3-yl)-2-(4-(4-(trifluoromethyl)phenyl)-3,6-dihydropyridin-1(2H)-yl)quinazolin-4-amine C1(CC1)C1=CC(=NN1)C1=C2C(=NC(=NC2=CC=C1)N1CCC(=CC1)C1=CC=C(C=C1)C(F)(F)F)N